The molecule is a carbohydrazide that is hydrazine in which the amino hydrogens have been replaced by tert-butyl, 3,5-dimethylbenzoyl and 4-ethylbenzoyl groups respectively. It is an insecticide used widely against caterpillars. It has a role as a xenobiotic, an environmental contaminant and an ecdysone agonist. It derives from a N'-benzoyl-N-(tert-butyl)benzohydrazide. CCC1=CC=C(C=C1)C(=O)NN(C(=O)C2=CC(=CC(=C2)C)C)C(C)(C)C